C(C)OC([C@@H](CCC(=O)O)NC([C@H](C(C)C)NC(C(C)(C)C1=CC=C(C=C1)O)=O)=O)=O (R)-5-ethoxy-4-((S)-2-(2-(4-hydroxyphenyl)-2-methylpropanamido)-3-methylbutanamido)-5-oxopentanoic acid